CN(C)CC1=C(OC2=C1C=CC=C2)C(=O)NCCOC2=CC=C(C=C2)C(NO)=O 3-[(dimethylamino)methyl]-N-[2-[4-(hydroxycarbamoyl)phenoxy]ethyl]benzofuran-2-carboxamide